C1(CC1)CC1=CC(=NN1)NC=1N=C(C2=C(N1)C=C(O2)C2=CC=NC=C2)N2CCOCC2 N-(5-(cyclopropylmethyl)-1H-pyrazol-3-yl)-4-morpholino-6-(pyridin-4-yl)furo[3,2-d]pyrimidin-2-amine